N,N-diethyllysine C(C)N([C@@H](CCCCN)C(=O)O)CC